1-[2-[[6-[(6-methoxy-2-methyl-3,4-dihydro-1H-isoquinolin-7-yl)amino]pyrazolo[3,4-d]pyrimidin-1-yl]methyl]-3-methyl-pyrrolidin-1-yl]ethan-1-one COC=1C=C2CCN(CC2=CC1NC1=NC=C2C(=N1)N(N=C2)CC2N(CCC2C)C(C)=O)C